tert-butyl 3-{3-carbamoyl-2-[4-(3-fluorophenoxy)phenyl]-2,4,5,6-tetrahydro-7H-pyrazolo[3,4-b]pyrazin-7-yl}azetidine-1-carboxylate C(N)(=O)C=1N(N=C2N(CCNC21)C2CN(C2)C(=O)OC(C)(C)C)C2=CC=C(C=C2)OC2=CC(=CC=C2)F